C1CC12CN(CC2)C(=O)N 5-azaspiro[2.4]heptane-5-carboxamide